C(CCC)O[Y] butoxyyttrium